3-(4-methoxy-2,6-dimethylphenyl)-4-(2-(4-methoxyphenyl)-3,3-diphenyloxiran-2-yl)-1-tosyl-1H-pyrrole COC1=CC(=C(C(=C1)C)C1=CN(C=C1C1(OC1(C1=CC=CC=C1)C1=CC=CC=C1)C1=CC=C(C=C1)OC)S(=O)(=O)C1=CC=C(C)C=C1)C